perhydroazulene C1CCC2CCCCCC12